OC1CCN(CC1)C(=O)OC(C)(C)C 1,1-dimethylethyl 4-hydroxypiperidine-1-carboxylate